2-chloro-6-methoxynicotinate ClC1=C(C(=O)[O-])C=CC(=N1)OC